C(=O)C1CCN(C2(CC2)C1)C(=O)OC(C)(C)C tert-butyl 7-formyl-4-azaspiro[2.5]octane-4-carboxylate